ClC1=C(C=CC=C1Cl)N1CCN(CC1)CC[C@@H]1CC[C@H](CC1)NC(=O)N(C)C trans-N-{4-[2-[4-(2,3-dichlorophenyl)piperazin-1-yl]ethyl]cyclohexyl}-N',N'-dimethylurea